dimethyloct-6-en CC(=C(CCCCC)C)C